N1C(=NC2=C1C=CC=C2)C2=CC=CC(=N2)C(=O)N2CCC(CC2)C2(CC(CCC2)C2=NC1=C(N2)C=CC=C1)C(=O)N 1-(1-(6-(1H-benzo[d]imidazol-2-yl)picolinoyl)piperidin-4-yl)-3-(1H-benzo[d]imidazol-2-yl)cyclohexane-1-carboxamide